FC(F)(F)C=1N=C2C3=C(C(NC2=CC1)=O)CNCC3 (trifluoromethyl)-7,8,9,10-tetrahydropyrido[3,4-c][1,5]naphthyridin-6(5H)-one